OC1=C(C(N(C2=CC=CC=C12)CC1C(N(CC1)C1=CC=CC=C1)=O)=O)C(=O)OCC Ethyl 4-hydroxy-2-oxo-1-((2-oxo-1-phenylpyrrolidin-3-yl) methyl)-1,2-dihydroquinoline-3-carboxylate